N-ethyl-5-ethylsulfanyl-4-[3-methyl-6-(trifluoromethyl)imidazo[4,5-b]pyridin-2-yl]-2-nitro-aniline C(C)NC1=C(C=C(C(=C1)SCC)C1=NC=2C(=NC=C(C2)C(F)(F)F)N1C)[N+](=O)[O-]